[Si](Cl)(Cl)(Cl)Cl.[Ni] nickel-silicon chloride